5-bromo-4-(methoxymethyl)thiazole BrC1=C(N=CS1)COC